(R)-3-((5-(2-(1-((2-amino-5-bromopyridin-3-yl) oxy) ethyl)-5-fluorophenyl)-2-methyl-2H-1,2,3-triazol-4-yl) methyl)-5-fluoropyridin-2-yl trifluoromethanesulfonate FC(S(=O)(=O)OC1=NC=C(C=C1CC1=NN(N=C1C1=C(C=CC(=C1)F)[C@@H](C)OC=1C(=NC=C(C1)Br)N)C)F)(F)F